BrC=1C=C2CN(C(NC2=CC1)=O)C 6-bromo-3-methyl-3,4-dihydroquinazolin-2(1H)-one